3-(3-Hydroxy-4-methoxyphenyl)-1-[4-(thiophen-2-yl)phenyl]prop-2-en-1-one OC=1C=C(C=CC1OC)C=CC(=O)C1=CC=C(C=C1)C=1SC=CC1